α-hydroxymethylaspartic acid OC[C@](N)(CC(=O)O)C(=O)O